C1=CC(=CN=C1)C2=CC=C(O2)CN The molecule is a member of the class of furans that is furan which is substituted by aminomethyl and pyridy-3-yl groups at positions 2 and 5 respectively. It is a member of furans and a member of pyridines.